7H-[1,2,4]triazolo[4,3-B][1,2,4]triazole-3,6,7-triamine N=1N=C(N2N=C(N(C21)N)N)N